difluorosalicylate FC=1C(=C(C(C(=O)[O-])=CC1)O)F